OC1=C(C=NN1)CC(=O)N1CC2=CC=CC(=C2CC1)OC1=CC=C(C=C1)C(F)(F)F 2-(5-hydroxy-1H-pyrazol-4-yl)-1-(5-(4-(trifluoromethyl)phenoxy)-3,4-dihydroisoquinolin-2(1H)-yl)ethan-1-one